ClC1=C(C=C(C=C1)NC(C(C)(C)C)=O)C(F)(F)F N-(4-Chloro-3-(trifluoromethyl)phenyl)pivalamide